C(#N)C1=CC(=C(C=C1)C1=CN(C2=NC=CC(=C21)OC2=C(C=C(C=C2F)NC(=O)NCC2(COC2)C)F)COCC[Si](C)(C)C)F N-(4-{[3-(4-cyano-2-fluorophenyl)-1-{[2-(trimethylsilyl)ethoxy]methyl}-1H-pyrrolo[2,3-b]pyridin-4-yl]oxy}-3,5-difluorophenyl)-N'-[(3-methyloxetan-3-yl)methyl]urea